C(C)(C)(C)C1=CC=C(OC2=NC(=C(C(=N2)C)C(=O)O)C)C=C1 2-(4-(tert-butyl)phenoxy)-4,6-dimethylpyrimidine-5-carboxylic acid